FC1=C(C(=O)NC=2N(N=C3N=CC(=CC32)C(C)(C)O)C3=CC=CC=C3)C=C(C(=C1)C(F)(F)F)C1=NC=CC=N1 2-Fluoro-N-[5-(1-hydroxy-1-methylethyl)-2-phenyl-2H-pyrazolo[3,4-b]pyridin-3-yl]-5-pyrimidin-2-yl-4-(trifluoromethyl)benzamide